N2-(tert-Butoxycarbonyl)-alaninamide C(C)(C)(C)OC(=O)N[C@@H](C)C(=O)N